2-(3-(hydroxymethyl)cyclohexyl)propanol Ethyl-(5-chloro-3-(hex-3-yn-1-yloxy)-2-iodophenyl)carbamate C(C)N(C(=O)OCC(C)C1CC(CCC1)CO)C1=C(C(=CC(=C1)Cl)OCCC#CCC)I